1-hexyl-4-(1-propyn-1-yl)-benzene C(CCCCC)C1=CC=C(C=C1)C#CC